C(C)S(=O)(=O)N1CC(C1)NC1=NC=C(C(=N1)C=1C=C2C=CC=NC2=C(C1)F)F N-(1-(Ethylsulfonyl)azetidin-3-yl)-5-fluoro-4-(8-fluoroquinolin-6-yl)pyrimidin-2-amine